2-amyl-anthracenol C(CCCC)C1=C(C2=CC3=CC=CC=C3C=C2C=C1)O